FC1=C(C(=CC=C1F)[N+](=O)[O-])F 1,2,6-trifluoronitrobenzene